ClC=1C=C(C=C(C1OC=1C(=C2C3=C(NC2=C(C1)F)COCC3(C)C)C(F)F)Cl)N3N=C(C(NC3=O)=O)C#N 2-(3,5-Dichloro-4-((5-(difluoromethyl)-8-fluoro-4,4-dimethyl-1,3,4,9-tetrahydro-pyrano[3,4-b]indol-6-yl)oxy)phenyl)-3,5-dioxo-2,3,4,5-tetrahydro-1,2,4-triazine-6-carbonitrile